CC=1C=C(C=CC1Br)C1=NC(=NC(=N1)C1=CC=CC=C1)C1=CC=CC=C1 2-(3-methyl-4-bromophenyl)-4,6-diphenyl-1,3,5-triazine